tert-butyl 4-(2-((1-(4-((tert-butoxycarbonyl) amino) benzyl)-6-oxo-1,6-dihydropyridin-3-yl) amino)-5-chloropyrimidin-4-yl)-1H-pyrazole-1-carboxylate C(C)(C)(C)OC(=O)NC1=CC=C(CN2C=C(C=CC2=O)NC2=NC=C(C(=N2)C=2C=NN(C2)C(=O)OC(C)(C)C)Cl)C=C1